C(C)N1C=C(C=2N=C(NC(C21)=O)C=2C=C(C=CC2OCCC)S(=O)(=O)N2CCC(CC2)CCO[N+](=O)[O-])CCC 2-(1-((3-(5-Ethyl-4-oxo-7-propyl-4,5-dihydro-3H-pyrrolo[3,2-d]pyrimidin-2-yl)-4-propoxyphenyl)sulfonyl)piperidin-4-yl)ethylnitrat